C(#N)COC1=CC=C(C=C1)N1N=C(N=C1)C1=CC(=C(C=C1)NC(=O)\N=C\1/SCC(N1C1=C(C=CC(=C1)C)COCC(F)(F)F)=O)C (Z)-1-(4-(1-(4-(cyanomethoxy)phenyl)-1H-1,2,4-triazol-3-yl)-2-methylphenyl)-3-(3-(5-methyl-2-((2,2,2-trifluoroethoxy)methyl)phenyl)-4-oxothiazolidin-2-ylidene)urea